COCC1=NC(=NC=C1C)C(C(=O)[O-])(C)C.[Na+] sodium 2-(4-(methoxymethyl)-5-methylpyrimidin-2-yl)-2-methylpropanoate